(2E)-2,3-dibromobut-2-ene-1,4-diyl bis(2'-bromobutyrate) BrC(C(=O)OC/C(=C(/COC(C(CC)Br)=O)\Br)/Br)CC